2-(3-Iodothieno[3,2-b]thiophen-2-yl)-3-methyl-6-(trifluoromethyl)-3H-imidazo[4,5-c]pyridine IC=1C2=C(SC1C1=NC3=C(C=NC(=C3)C(F)(F)F)N1C)C=CS2